C(C)OC1=C2C(=C3C(=CC(=NC3=C1OCC)C(=O)OCC)C(=O)OCC)NC(=C2)C(=O)OCC ethyl 4,5-diethoxy-7,9-bis(ethoxycarbonyl)-1H-pyrrolo[2,3-f]quinoline-2-carboxylate